1-(6-bromo-2-methoxyquinolin-3-yl)-4-(dimethylamino)-2-(2-isopropoxy-6-methoxypyridin-4-yl)-1-(m-tolyl)butan-2-ol BrC=1C=C2C=C(C(=NC2=CC1)OC)C(C(CCN(C)C)(O)C1=CC(=NC(=C1)OC)OC(C)C)C=1C=C(C=CC1)C